CN1N=C2C(=N1)C=C(C=C2)C 2,6-dimethylbenzotriazole